C1CCC2=C(C=3CCCC3C=C12)NC(=O)N=S(=O)(N)C=1C=NN2C1OCC(C2)CCOC N'-((1,2,3,5,6,7-hexahydro-s-indacen-4-yl)carbamoyl)-6-(2-methoxyethyl)-6,7-dihydro-5H-pyrazolo[5,1-b][1,3]oxazine-3-sulfonimidamide